N(=NC(CCC(=O)O)C#N)C(CCC(=O)O)C#N 4,4'-azobis(4-cyanobutanoic acid)